((3-methyl-pyridin-2-yl)oxy(methyl)cyclopropyl)-2-(pyrrolidin-2-yl)acetamide CC=1C(=NC=CC1)OC1C(C1)(C)C(C(=O)N)C1NCCC1